C([C@H]([C@H]([C@@H]([C@H](C(C(=O)[O-])O)O)O)O)O)O The molecule is the monocarboxylic acid anion obtained by removal of a proton from the carboxy groups of (2xi)-D-gluco-heptonic acid. It is a monocarboxylic acid anion and a carbohydrate acid anion. It is a conjugate base of a (2xi)-D-gluco-heptonic acid.